7-((4-(2-fluoro-6-(methylcarbamoyl)pyridin-3-yl)piperazin-1-yl)methyl)-9-fluoro-3,5-dihydrofuro[3,4-c]quinolin-4(1H)-one FC1=NC(=CC=C1N1CCN(CC1)CC=1C=C(C=2C3=C(C(NC2C1)=O)COC3)F)C(NC)=O